COC(=O)[C@H]1CCN(C2(CC2)C1)C(=O)C1=NNC(=C1)C1=NC=NC(=C1)C (7S)-4-[5-(6-methylpyrimidin-4-yl)-1H-pyrazole-3-carbonyl]-4-azaspiro[2.5]octane-7-carboxylic acid methyl ester